C1(=CC=CC=C1)C(CCCCCC)=O 1-Phenyl-1-heptanon